(6R)-3-Methyl-2-[2-(trimethylsilyl)ethoxylmethyl]-2H,4H,5H,6H-cyclopenta[c]pyrazol-6-amine CC1=C2C(=NN1COCC[Si](C)(C)C)[C@@H](CC2)N